(S)-8-bromo-7-chloro-3-methyl-3,4-dihydro-2H-benzo[b][1,4]oxazine BrC1=C(C=CC2=C1OC[C@@H](N2)C)Cl